FC=1C=C2N=CC=3N(C(N4C(COC(=C2C34)C1)C)=O)C 6-fluoro-2,10-dimethyl-9,10-dihydro-8-oxa-2,4,10a-triazanaphtho[2,1,8-cde]Azulene-1(2H)-one